C(=O)O.C(C)OC1=NC(=NC=C1C(=O)NC1=CC2=CN(N=C2C(=C1)F)C)N1CC(CC1)NC 4-ethoxy-N-(7-fluoro-2-methyl-2H-indazol-5-yl)-2-(3-(methylamino)pyrrolidin-1-yl)pyrimidine-5-carboxamide formate